rac-methyl (6S,7S,8R)-5-(4-bromophenyl)-8-hydroxy-2-(4-methoxybenzyl)-9-oxo-6-phenyl-5,6,7,8-tetrahydro-2H-5,8-methanooxepino[3,2-c]pyrazole-7-carboxylate BrC1=CC=C(C=C1)[C@@]12[C@@H]([C@@H]([C@@](C3=NN(C=C3O1)CC1=CC=C(C=C1)OC)(C2=O)O)C(=O)OC)C2=CC=CC=C2 |&1:7|